7-bromo-2-(2,6-dioxopiperidin-3-yl)-1-oxoisoindoline-4-carboxamide BrC1=CC=C(C=2CN(C(C12)=O)C1C(NC(CC1)=O)=O)C(=O)N